C(C)OC=1C(=NC=C(C1)C#CC1=C(C=CC=C1)NS(=O)(=O)C=1C(=CC=C2C=CC=NC12)C)C(=O)O 3-ethoxy-5-{2-[2-(7-methylquinoline-8-sulfonamido)phenyl]ethynyl}pyridine-2-carboxylic acid